(4S)-3-[(2S)-2-azido-3-methyl-3-phenyl-butanoyl]-4-isopropyl-oxazolidin-2-one N(=[N+]=[N-])[C@H](C(=O)N1C(OC[C@@H]1C(C)C)=O)C(C)(C1=CC=CC=C1)C